4,5-Difluoro-12-[(4-methoxyphenyl)methyl]-12-azatricyclo[6.3.1.02,7]dodeca-2,4,6-triene FC=1C=C2C3CCCC(C2=CC1F)N3CC3=CC=C(C=C3)OC